2-methyl-4-(3-(2-(6-(methylsulfonyl)pyridin-3-yl)furo[3,2-b]pyridin-7-yl)phenyl)but-3-yn-2-ol CC(C)(C#CC1=CC(=CC=C1)C1=C2C(=NC=C1)C=C(O2)C=2C=NC(=CC2)S(=O)(=O)C)O